C(C)(C)(C)OC(=O)N1CC(C2=C1C=C(C=1N2N=C(C1C(=O)O)C(F)(F)F)CC1=CC=C(C=C1)F)(C)C 6-(tert-Butoxycarbonyl)-4-(4-fluorobenzyl)-8,8-dimethyl-2-(trifluoromethyl)-7,8-dihydro-6H-pyrazolo[1,5-a]pyrrolo[2,3-e]pyridine-3-carboxylic acid